(S)-N-(2-(2-cyanopyrrolidine-1-yl)-2-oxoethyl)-6-(3-(piperazine-1-yl)propoxy)quinoline-4-formamide C(#N)[C@H]1N(CCC1)C(CNC(=O)C1=CC=NC2=CC=C(C=C12)OCCCN1CCNCC1)=O